2-(6-cyclopropyl-1-(2-isopropyl-4-methylpyridin-3-yl)-4-(2-methylpiperazin-1-yl)-2-oxo-1,2-dihydropyrido[2,3-d]pyrimidin-7-yl)-6-methoxyphenyl acetate C(C)(=O)OC1=C(C=CC=C1OC)C=1C(=CC2=C(N(C(N=C2N2C(CNCC2)C)=O)C=2C(=NC=CC2C)C(C)C)N1)C1CC1